C1=NC=NN1 1H-1,4-triazole